[Si](C)(C)(C(C)(C)C)OCCNC=1C2=C(N=C(N1)SC)C(=C(N=C2Cl)Cl)F N-(2-((tert-butyldimethylsilyl)oxy)ethyl)-5,7-dichloro-8-fluoro-2-(methylthio)pyrido[4,3-d]pyrimidin-4-amine